F[B-](F)(F)F.COC=1C=CC2=C(CON2C)C1 5-methoxy-1-methyl-2,1-benzisoxazole tetrafluoroborate